2-[[(2-phenylethyl)sulfinyl]methyl]glutaric acid C1(=CC=CC=C1)CCS(=O)CC(C(=O)O)CCC(=O)O